4-(1-((endo)-2-azabicyclo[2.1.1]hexan-5-yl)-8-chloro-4-(3-(dimethylamino)-azetidin-1-yl)-6-fluoro-2-methyl-1H-imidazo[4,5-c]quinolin-7-yl)naphthalen-2-ol C12NCC(C1N1C(=NC=3C(=NC=4C(=C(C(=CC4C31)Cl)C3=CC(=CC1=CC=CC=C31)O)F)N3CC(C3)N(C)C)C)C2